(rac)-6-{3-[1-(1,3-dioxo-1,3-dihydro-2H-isoindol-2-yl)ethyl]pyrazin-2-yl}pyridine-3-carboxylic acid methyl ester COC(=O)C=1C=NC(=CC1)C1=NC=CN=C1[C@@H](C)N1C(C2=CC=CC=C2C1=O)=O |r|